(R,E)-N-((1,2,3,5,6,7-hexahydro-s-indacen-4-yl)carbamoyl)-2-(1-(oxetan-3-yl)pyrrolidin-2-yl)ethene-1-sulfonamide C1CCC2=C(C=3CCCC3C=C12)NC(=O)NS(=O)(=O)\C=C\[C@@H]1N(CCC1)C1COC1